ClC1=C(C=CC=C1F)N1C(=NS(C2=C1C=CC=C2)(=O)=O)NC (2-chloro-3-fluorophenyl)-3-(methylamino)-4H-benzo[e][1,2,4]thiadiazine 1,1-dioxide